5-chloro-3-methyl-3-trifluoromethyl-1-indenone ClC=1C=C2C(CC(C2=CC1)=O)(C(F)(F)F)C